CC(C(=O)[O-])=CC(=O)[O-] 2-methylbut-2-enedioate